CC1=C(C(=C(C1([Hf]C1(C=CC2=CC=3CC(CC3C=C12)(C)C)CCCCC)C)C)C)C Pentamethylcyclopentadienyl-(1-pentyl-6,6-dimethyl-1,5,6,7-tetrahydro-s-indacenyl)hafnium